hexadecyl-3,5-di-t-butyl-4-hydroxybenzoate C(CCCCCCCCCCCCCCC)OC(C1=CC(=C(C(=C1)C(C)(C)C)O)C(C)(C)C)=O